C(C)(C)(C)OC(=O)C1=CC=C(C=C1)[C@@H]1CNCC[C@H]1CC1=C2C=CN(C2=C(C=C1Cl)C)C(=O)OC(C)(C)C tert-butyl 4-(((3R,4R)-3-(4-(tert-butoxycarbonyl) phenyl)piperidin-4-yl)methyl)-5-chloro-7-methyl-1H-indole-1-carboxylate